N-(3-bromo-5-methylphenyl)-5-hydroxy-N-((1S,2S)-2-hydroxycyclobutyl)-6-(hydroxymethyl)-3-methoxy-4-(4-(3,4,5-trifluorophenyl)-1H-1,2,3-triazol-1-yl)tetrahydro-2H-pyran-2-carboxamide BrC=1C=C(C=C(C1)C)N(C(=O)C1OC(C(C(C1OC)N1N=NC(=C1)C1=CC(=C(C(=C1)F)F)F)O)CO)[C@@H]1[C@H](CC1)O